2-((4-((7-Chloroquinolin-4-yl)amino)pentyl)(pyridin-2-ylmethyl)amino)ethan-1-ol ClC1=CC=C2C(=CC=NC2=C1)NC(CCCN(CCO)CC1=NC=CC=C1)C